C(C)(C)(C)OC(=O)NC1(CC(CC1)=NO)C(=O)[O-] 1-((tert-butoxycarbonyl) amino)-3-oximinocyclopentylcarboxylate